sodium lauryl hydroxysulfonate OS(=O)(=O)OCCCCCCCCCCCC.[Na]